3-[4-[4-(2-aminoacetyl)piperazin-1-yl]anilino]piperidine-2,6-dione hydrochloride Cl.NCC(=O)N1CCN(CC1)C1=CC=C(NC2C(NC(CC2)=O)=O)C=C1